methylphenyl glyoxylate (methyl phenyl glyoxylate) CC1=C(C=CC=C1)C(C(=O)O)=O.C(C=O)(=O)OC1=C(C=CC=C1)C